COC1=NC(=NC(=C1)OC)OC1=C(C(=O)O\N=C\C2=C(C=CC=C2)C(F)(F)F)C(=CC=C1)OC1=NC(=CC(=N1)OC)OC (E)-2-(Trifluoromethyl)benzaldehyde O-{2,6-bis[(4,6-dimethoxypyrimidin-2-yl)oxy]benzoyl}oxim